NC1=NNC(=C1)C=1C(=NC=CC1OC)OCCCNC(OC(C)(C)C)=O tert-butyl (3-{[3-(3-amino-1H-pyrazol-5-yl)-4-methoxypyridin-2-yl]oxy}propyl)carbamate